(S)-3-Chloro-N-(8,9-difluoro-6-oxo-1,4,5,6-tetrahydro-2H-pyrano[3,4-c]isoquinolin-1-yl)-N-methylindolizine-6-carboxamide ClC1=CC=C2C=CC(=CN12)C(=O)N(C)[C@@H]1COCC=2NC(C=3C=C(C(=CC3C21)F)F)=O